N-[4-(tert-butoxycarbonylamino-methyl)-phenyl]-terephthalamic acid methyl ester COC(C1=CC=C(C(=O)NC2=CC=C(C=C2)CNC(=O)OC(C)(C)C)C=C1)=O